ethylene dimethacrylate C(C(=C)C)(=O)OCCOC(C(=C)C)=O